2-hydroxy-5-chlorophenyl-benzaldehyde OC1=C(C=C(C=C1)Cl)C1=C(C=O)C=CC=C1